ClC1=CC(=C(C=C1)NC(OCC(F)(F)F)=O)C(N[C@H](C(C(=O)NC1CC1)=O)C[C@H]1C(NCC1)=O)=O 2,2,2-trifluoroethyl N-[4-chloro-2-[[(1S)-3-(cyclopropylamino)-2,3-dioxo-1-[[(3S)-2-oxopyrrolidin-3-yl]methyl]propyl]carbamoyl] phenyl]carbamate